[Si](C)(C)(C(C)(C)C)OC1(CC(C1)OC1=CC=C(C(=N1)C)CN1CC=2C(=C(N=C(C2CC1)NCC#N)Cl)C#N)C 6-[[6-[3-[tert-butyl(dimethyl)silyl]oxy-3-methyl-cyclobutoxy]-2-methyl-3-pyridyl]methyl]-3-chloro-1-(cyanomethylamino)-7,8-dihydro-5H-2,6-naphthyridine-4-carbonitrile